BrC1=CC(=CC(=C1)OCC1=CC=C(C=C1)OC)C(C1=CC=CC=C1)(F)F 1-bromo-3-(difluoro(phenyl)methyl)-5-((4-methoxybenzyl)oxy)benzene